C1[C@H](CCC2=CC=CC=C12)N (S)-2-tetrahydronaphthylamine